estra-1(10),2,4-trien-17-one C[C@@]12C(CC[C@H]1[C@@H]1CCC3=CC=CC=C3[C@H]1CC2)=O